CN(C(=O)C1[C@H]2CC(C[C@@H]12)C1=CC(=NN1)NC(=O)C1=CC(=NN1C)COC)C N-(5-((1R,3r,5S,6r)-6-(dimethylcarbamoyl)bicyclo[3.1.0]hex-3-yl)-1H-pyrazol-3-yl)-3-(methoxymethyl)-1-methyl-1H-pyrazole-5-carboxamide